pentadec-8,11,14-triene CCCCCCCC=CCC=CCC=C